[Fe].[Ir].[C] carbon iridium-iron